(3R,4R)-4-((6-bromo-5-fluoro-7-isopropylpyrrolo[2,1-f][1,2,4]triazin-2-yl)amino)-1-(phenylsulfonyl)piperidin-3-ol BrC=1C(=C2C=NC(=NN2C1C(C)C)N[C@H]1[C@@H](CN(CC1)S(=O)(=O)C1=CC=CC=C1)O)F